N1(C=NC=C1)C=1C=C(C(=O)NC2CCC(CC2)C)C=CN1 2-(1H-imidazol-1-yl)-N-((1r,4r)-4-methylcyclohexyl)isonicotinamide